tert-butyl-(1R,2S)-2-[1-(tert-butoxycarbonyl)-3-iodoindazol-6-yl]-5'-methoxy-2'-oxospiro[cyclopropane-1,3'-indole] C(C)(C)(C)C1=C2[C@]3(C(NC2=CC=C1OC)=O)[C@@H](C3)C3=CC=C1C(=NN(C1=C3)C(=O)OC(C)(C)C)I